2-hydroxy-2-(2-methylthiazol-5-yl)acetohydrazide OC(C(=O)NN)C1=CN=C(S1)C